tert-butyl (R)-(1-(6-(3-cyanooxetan-3-yl)pyridin-3-yl)piperidin-3-yl)(cyclopropylmethyl)carbamate C(#N)C1(COC1)C1=CC=C(C=N1)N1C[C@@H](CCC1)N(C(OC(C)(C)C)=O)CC1CC1